tert-butyl (4aR,8aR)-3-oxo-4,4a,5,7,8,8a-hexahydropyrido[4,3-b][1,4]oxazine-6-carboxylate O=C1N[C@H]2[C@H](OC1)CCN(C2)C(=O)OC(C)(C)C